4-chloro-2-(3-((1r,3s)-3-ethyl-1-(4-methyl-4H-1,2,4-triazol-3-yl)cyclobutyl)phenyl)-6-(((1-methylcyclobutyl)amino)methyl)isoindolin-1-one ClC1=C2CN(C(C2=CC(=C1)CNC1(CCC1)C)=O)C1=CC(=CC=C1)C1(CC(C1)CC)C1=NN=CN1C